N-[2-fluoro-5-[(4-oxo-3,4-dihydronaphthyridin-1-yl)methyl]benzoyl]imidazole FC1=C(C(=O)N2C=NC=C2)C=C(C=C1)CN1CCC(C2=CC=CN=C12)=O